2-(1-(4-((4-(4-(1-hydroxy-2-methylpropan-2-yl)piperazin-1-yl)phenyl)amino)-5-oxo-5,6-dihydropyrimido[4,5-d]pyridazin-2-yl)piperidin-4-yl)acetonitrile OCC(C)(C)N1CCN(CC1)C1=CC=C(C=C1)NC1=NC(=NC=2C=NNC(C21)=O)N2CCC(CC2)CC#N